C(C1=CC=CC=C1)OC(=O)[C@]1(NC[C@]2(CC2(F)F)C1)CCCCl (3R,6S)-6-(3-chloropropyl)-1,1-difluoro-5-azaspiro[2.4]heptane-6-carboxylic acid benzyl ester